The molecule is an acyl-CoA(4-) obtained by deprotonation of the phosphate and diphosphate OH groups of cyclohexane-1-carbonyl-CoA; major species at pH 7.3. It is a conjugate base of a cyclohexane-1-carbonyl-CoA. CC(C)(COP(=O)([O-])OP(=O)([O-])OC[C@@H]1[C@H]([C@H]([C@@H](O1)N2C=NC3=C(N=CN=C32)N)O)OP(=O)([O-])[O-])[C@H](C(=O)NCCC(=O)NCCSC(=O)C4CCCCC4)O